O=C1NC(CCC1N1C(C2=CC=C(C=C2C1=O)OCCOCCOCCO)=O)=O 2-(2,6-dioxopiperidin-3-yl)-5-(2-(2-(2-Hydroxyethoxy)ethoxy)ethoxy)isoindoline-1,3-dione